4-(2-(cis-3,4-dihydroxypyrrolidin-1-yl)-N-(8-(heptadecan-9-yloxy)-8-oxooctyl)acetamido)butyl tetradecanoate C(CCCCCCCCCCCCC)(=O)OCCCCN(C(CN1C[C@H]([C@H](C1)O)O)=O)CCCCCCCC(=O)OC(CCCCCCCC)CCCCCCCC